2-chloroanthraquinone-d7 ClC1=C(C=2C(C3=C(C(=C(C(=C3C(C2C(=C1[2H])[2H])=O)[2H])[2H])[2H])[2H])=O)[2H]